2-hydroxy-2-methyl-1-[4-(2-hydroxyEthoxy)phenyl]-1-propanone OC(C(=O)C1=CC=C(C=C1)OCCO)(C)C